ethyl-tris(dimethylamino)tin C(C)[Sn](N(C)C)(N(C)C)N(C)C